C1[C@H]2N(CCN1)CCC2 (8aS)-octahydropyrrolo[1,2-a]pyrazin